1-(1-methoxypropan-2-yl)-3-(oxetan-3-yloxy)-1H-pyrazol-4-amine COCC(C)N1N=C(C(=C1)N)OC1COC1